di-T-butylethylenediamine C(C)(C)(C)NCCNC(C)(C)C